tert-Butyl (S)-6-(7-methyl-1,4-oxazepan-4-yl)quinoline-4-carboxylate C[C@H]1CCN(CCO1)C=1C=C2C(=CC=NC2=CC1)C(=O)OC(C)(C)C